(1R,6R,8R,10S,13E,15R,17R,18R)-8,17-bis(6-amino-9H-purin-9-yl)-18-fluoro-3,12-dihydroxy-2,4,7,11,16-pentaoxa-3λ5,12λ5-diphosphatricyclo[13.3.0.06,10]octadec-13-ene-3,12-dione NC1=C2N=CN(C2=NC=N1)[C@@H]1O[C@@H]2COP(O[C@H]3[C@H]([C@@H](O[C@@H]3/C=C/P(O[C@H]2C1)(=O)O)N1C2=NC=NC(=C2N=C1)N)F)(=O)O